FC1=C(CNC(OC(C)(C)C)=O)C=CC(=C1)C1=NC=CC=N1 tert-butyl (2-fluoro-4-(pyrimidin-2-yl)benzyl)carbamate